tert-butyl (2S,6S)-4-(3-(5-(difluoromethyl)-1,3,4-thiadiazol-2-yl)-1-fluoro-6-(N-(1-methylcyclopropyl)sulfamoyl)imidazo[1,5-a]pyridin-8-yl)-2,6-dimethylpiperazine-1-carboxylate FC(C1=NN=C(S1)C1=NC(=C2N1C=C(C=C2N2C[C@@H](N([C@H](C2)C)C(=O)OC(C)(C)C)C)S(NC2(CC2)C)(=O)=O)F)F